geranylgeraniol C(\C=C(/C)\CCC=C(C)C)CC(C)=CCC\C(\C)=C\CO